(3R)-2',3-dimethyl-1,4'-bipiperidine dihydrochloride Cl.Cl.CC1NCCC(C1)N1C[C@@H](CCC1)C